6-(1H-indazol-6-yl)-N-(4-((1S,4R)-5-isopropyl-2,5-diazabicyclo[2.2.1]heptan-2-yl)phenyl)-[1,2,4]triazolo[1,5-a]pyrazin-8-amine N1N=CC2=CC=C(C=C12)C=1N=C(C=2N(C1)N=CN2)NC2=CC=C(C=C2)N2[C@@H]1CN([C@@H](C2)C1)C(C)C